C(CCCCCCCCCCCCC)C=1C(=NC=CC1)N1CCNCC1 1-(3-tetradecylpyridin-2-yl)piperazine